NC1=CC(=C2CN(CCCCCC(C3=NN=C(C1=N2)O3)(C(F)(F)F)O)C(=O)C3CCC3)C(F)(F)F [17-amino-6-hydroxy-6,15-bis(trifluoromethyl)-19-oxa-3,4,12,18-tetrazatricyclo[12.3.1.12,5]nonadeca-1(18),2,4,14,16-pentaen-12-yl]-cyclobutyl-methanone